6-(2-(dimethylamino)ethyl)-2-((2-hydroxy-1-(pyridin-3-yl)ethyl)amino)-6,7-dihydro-5H-pyrrolo[3,4-b]pyridin-5-one CN(CCN1CC2=NC(=CC=C2C1=O)NC(CO)C=1C=NC=CC1)C